C(#N)C=1C=C(C=CC1NS(=O)(=O)CC)C1=C2C(=NC(=C1)NC(=O)C1CC1)NC=C2 N-(4-(3-cyano-4-(ethylsulfonylamino)phenyl)-1H-pyrrolo[2,3-b]pyridin-6-yl)cyclopropylcarboxamide